3-(4-(benzo[d]thiazol-5-ylamino)-5-fluorothieno[2,3-b]pyridin-2-yl)-2-methylpiperidine-1-carboxylic acid tert-butyl ester C(C)(C)(C)OC(=O)N1C(C(CCC1)C1=CC=2C(=NC=C(C2NC=2C=CC3=C(N=CS3)C2)F)S1)C